N-(4-sec-butylphenyl)-diphenyl-amine C(C)(CC)C1=CC=C(C=C1)N(C1=CC=CC=C1)C1=CC=CC=C1